C(C)(C)(C)OC(=O)N1C[C@H]([C@H](CC1)CN1CCN(CC1)C(=O)OCC1=CC=CC=C1)C benzyl 4-(((3S,4S)-1-(tert-butoxycarbonyl)-3-methylpiperidin-4-yl)methyl)piperazine-1-carboxylate